(E)-3-(3-chloro-4-methoxyphenyl)-1-(3,4-dimethoxy-5-(methylseleno)phenyl)-2-methylpropan-2-en-1-one ClC=1C=C(C=CC1OC)/C=C(/C(=O)C1=CC(=C(C(=C1)[Se]C)OC)OC)\C